3-(isoquinolin-4-yl)-7-(4,4,5,5-tetramethyl-1,3,2-dioxaborolan-2-yl)quinazoline-2,4(1H,3H)-dione C1=NC=C(C2=CC=CC=C12)N1C(NC2=CC(=CC=C2C1=O)B1OC(C(O1)(C)C)(C)C)=O